C1(=CC=CC=C1)N=NC(=O)NCCC[Si](OCC)(OCC)OCC 2-Phenyl-N-(3-(triethoxysilyl)propyl)diazenecarboxamide